Cl.BrC1=CC=C(C=C1)CCC(=O)O 3-(4-bromophenyl)propanoate hydrochloride